Fmoc-lysine ethyl ester C(C)OC([C@@H](NC(=O)OCC1C2=CC=CC=C2C2=CC=CC=C12)CCCCN)=O